1-[(2R,3S,4S,5R)-4-(benzyloxy)-5-[(benzyloxy)methyl]-5-(chloromethyl)-3-hydroxy-3-[2-(trimethylsilyl)ethynyl]oxolan-2-yl]-3H-pyrimidine-2,4-dione C(C1=CC=CC=C1)O[C@H]1[C@]([C@@H](O[C@]1(CCl)COCC1=CC=CC=C1)N1C(NC(C=C1)=O)=O)(C#C[Si](C)(C)C)O